C(C)O[C@H]1CN(CC[C@@H]1OC1=CC(=CC=C1)OC(F)(F)F)C1=CC(N(C=2C=CC(=NC12)C#N)C)=O 8-((3S,4S)-3-Ethoxy-4-(3-(trifluoromethoxy)phenoxy)piperidin-1-yl)-5-methyl-6-oxo-5,6-dihydro-1,5-naphthyridin-2-carbonitril